The molecule is a linear amino pentasaccharide comprising one fucose, two galactose and two glucosamine residues, one of which is at the reducing end. It has a role as an epitope. It is an amino pentasaccharide and a glucosamine oligosaccharide. C[C@H]1[C@H]([C@H]([C@@H]([C@@H](O1)O[C@@H]2[C@H]([C@H]([C@H](O[C@H]2O[C@@H]3[C@H](O[C@H]([C@@H]([C@H]3O)NC(=O)C)O[C@H]4[C@H]([C@H](O[C@H]([C@@H]4O)O[C@@H]5[C@H](OC([C@@H]([C@H]5O)NC(=O)C)O)CO)CO)O)CO)CO)O)O)O)O)O